C(C1=CC=CC=C1)N1C[C@]23N(C=4N(C(N=C(C4)OCC4=CC(=C(C=C4)OC4=CC(=NC=C4)C(F)(F)F)F)=O)C2)C[C@@H]1C3 (3S,11aS)-2-benzyl-7-((3-fluoro-4-((2-(trifluoromethyl)pyridin-4-yl)oxy)benzyl)oxy)-1,2,3,4-tetrahydro-9H,11H-3,11a-methanopyrazino[1',2':3,4]imidazo[1,2-c]pyrimidin-9-one